((2-(2-(difluoromethoxy)-7-methylquinoxalin-5-yl)-4-fluoro-7,8-dihydro-[1,4]dioxino[2',3':3,4]benzo[1,2-d]thiazol-7-yl)methyl)carbamic acid tert-butyl ester C(C)(C)(C)OC(NCC1OC2=C(C3=C(N=C(S3)C3=C4N=CC(=NC4=CC(=C3)C)OC(F)F)C(=C2)F)OC1)=O